5-(2-(3-methoxy-4,5-dimethylphenylamino)-5-fluoropyrimidin-4-ylamino)benzo[d]oxazol-2(3H)-one trifluoroacetate salt FC(C(=O)O)(F)F.COC=1C=C(C=C(C1C)C)NC1=NC=C(C(=N1)NC=1C=CC2=C(NC(O2)=O)C1)F